rac-(1S,2S)-2-(4-methylpyridin-2-yl)cyclopropane-1-carboxylic acid ethyl ester C(C)OC(=O)[C@@H]1[C@H](C1)C1=NC=CC(=C1)C |r|